CN(C1=CC=C(C(=N1)C(=O)OC(C)(C)C)C=1C=NN(C1C)CC(C)(C)C)C=1N=NC(=C(C1)C)N(COCC[Si](C)(C)C)C=1SC2=NC=CC=C2N1 Tert-butyl 6-(methyl (5-methyl-6-(thiazolo[5,4-b]pyridin-2-yl((2-(trimethylsilyl)ethoxy)methyl)amino)pyridazin-3-yl)amino)-3-(5-methyl-1-neopentyl-1H-pyrazol-4-yl)picolinate